C(C)(=O)O[C@H]\1C[C@@]2([C@]3(CC[C@H]4[C@@H]([C@@H](CC[C@@]4([C@@H]3[C@@H](C[C@H]2/C1=C(/C(=O)O)\CCC=C(I)I)O)C)O)C)C)C (Z)-2-((3R,4S,5S,8S,9S,10S,11R,13R,14S,16S)-16-acetoxy-3,11-dihydroxy-4,8,10,14-tetramethylhexadecahydro-17H-cyclopenta[a]phenanthren-17-ylidene)-6,6-diiodohex-5-enoic acid